tert-butyl (E)-2-(4-((N-(3-(3-methoxy-3-oxoprop-1-en-1-yl)phenyl)cyclohexanecarboxamido)methyl-d)phenyl)cyclopropane-1-carboxylate COC(/C=C/C=1C=C(C=CC1)N(C(=O)C1CCCCC1)C(C1=CC=C(C=C1)C1C(C1)C(=O)OC(C)(C)C)[2H])=O